C(C)NC(=O)NC1=NC=C(C=C1)CN1CCN(CC1)C=1C(=NC(=CC1)C=1NC=CN1)F 1-ethyl-3-(5-((4-(2-fluoro-6-(1H-imidazol-2-yl)pyridin-3-yl)piperazin-1-yl)methyl)pyridin-2-yl)urea